3-[(E)-2-[3-ethynyl-4-(trifluoromethyl)phenyl]vinyl]azetidine hydrochloride Cl.C(#C)C=1C=C(C=CC1C(F)(F)F)/C=C/C1CNC1